1-{4-[(5-chloropyrimidin-2-yl)oxy]-3-methylphenyl}-3-(3-methoxycyclobutanecarbonyl)urea ClC=1C=NC(=NC1)OC1=C(C=C(C=C1)NC(=O)NC(=O)C1CC(C1)OC)C